tert-butyl 2-(4-amino-8-fluoro-6-(trifluoromethyl)-9H-pyrimido[4,5-b]indol-9-yl)acetate NC1=NC=NC=2N(C3=C(C=C(C=C3C21)C(F)(F)F)F)CC(=O)OC(C)(C)C